C1(CC1)N1N=NC(=C1C(F)F)C(=O)NS(=O)(=O)C1=CC(=C(C=C1)C)C(F)(F)F 1-cyclopropyl-5-(difluoromethyl)-N-[[4-methyl-3-(trifluoromethyl)phenyl]sulfonyl]-1H-1,2,3-triazole-4-carboxamide